FC(C(=O)O)(F)F.N1N=CC2=NC=CC(=C21)SC=2N=CC(=NC2)N2CCC1([C@@H]([C@@H](OC1)C)N)CC2 (3S,4S)-8-(5-((1H-pyrazolo[4,3-b]pyridin-7-yl)thio)pyrazin-2-yl)-3-methyl-2-oxa-8-azaspiro[4.5]decan-4-amine trifluoroacetate salt